CN1C(=C2C(=C1)C(CC2)NC(OCC2=NN(C=N2)C)=O)C(NC2=CC(=C(C(=C2)F)F)F)=O (1-Methyl-1H-1,2,4-triazol-3-yl)methyl (2-methyl-1-((3,4,5-trifluorophenyl) carbamoyl)-2,4,5,6-tetrahydrocyclopenta[c]pyrrol-4-yl)carbamate